C(C=C)N1C(=O)N(C(=O)N(C1=O)CC1CO1)CC=C 1,3-diallyl-5-glycidyl-isocyanuric acid